(3,4-dimethylbenzyl)azetidine-3-carboxylate CC=1C=C(COC(=O)C2CNC2)C=CC1C